6-fluoro-2-methoxy-4-(4,4,5,5-tetramethyl-1,3,2-dioxaborolan-2-yl)-5-((triisopropylsilyl)ethynyl)quinoline FC=1C(=C2C(=CC(=NC2=CC1)OC)B1OC(C(O1)(C)C)(C)C)C#C[Si](C(C)C)(C(C)C)C(C)C